CC=1C(=NC=C(C1)NC(C(=O)N1[C@H](CC[C@@H](C1)C)C1=CC(=CC=C1)C(F)(F)F)=O)NC(OC(C)(C)C)=O E-2-tert-butyl N-[3-methyl-5-[[2-[(2R,5S)-5-methyl-2-[3-(trifluoromethyl)phenyl]-1-piperidyl]-2-oxo-acetyl]amino]-2-pyridyl]carbamate